3-((4-Cyclopropylpiperazin-1-yl)thio)-4-methyl-6-phenylpyridazine C1(CC1)N1CCN(CC1)SC=1N=NC(=CC1C)C1=CC=CC=C1